8-(2-ethoxy-2-oxoethyl)chromane-3-carboxylic acid C(C)OC(CC=1C=CC=C2CC(COC12)C(=O)O)=O